N(=[N+]=[N-])CC1(OC2=C(C1)C=C(C=C2[C@@H](C)N[S@](=O)C(C)(C)C)F)CF (R)-N-((1R)-1-(2-(azidomethyl)-5-fluoro-2-(fluoromethyl)-2,3-dihydrobenzofuran-7-yl)ethyl)-2-methylpropane-2-sulfinamide